potassium bicyclo[1.1.0]butane-1-carboxylate C12(CC2C1)C(=O)[O-].[K+]